(R)-(5-cyclobutyl-1,3,4-oxadiazol-2-yl)(4-(4-(trifluoromethyl)pyrazolo[1,5-a]pyridin-2-yl)-6,7-dihydro-1H-imidazo[4,5-c]pyridin-5(4H)-yl)methanone C1(CCC1)C1=NN=C(O1)C(=O)N1[C@H](C2=C(CC1)NC=N2)C2=NN1C(C(=CC=C1)C(F)(F)F)=C2